dilauryl-glutamine sodium [Na].C(CCCCCCCCCCC)N([C@@H](CCC(N)=O)C(=O)O)CCCCCCCCCCCC